TOSYL-(4-CHLORoBENZYL)-METHYLISOCYANIDE S(=O)(=O)(C1=CC=C(C)C=C1)C(CC1=CC=C(C=C1)Cl)[N+]#[C-]